P(=O)(OOCCCCCCCCCCCCCCCCCC)(OCC)[O-] octadecyloxy ethyl phosphate